Perfluorobutanone FC(C(C(C(F)(F)F)(F)F)=O)(F)F